1-(6-(trifluoromethyl)pyridin-3-yl)imidazolidin-2-one FC(C1=CC=C(C=N1)N1C(NCC1)=O)(F)F